Barium Calcium Zirconium Titanium [Ti].[Zr].[Ca].[Ba]